6-((5-(4-fluorophenyl)oxazol-2-yl)amino)-N-hydroxypyridazine-3-carboxamidine FC1=CC=C(C=C1)C1=CN=C(O1)NC1=CC=C(N=N1)C(=N)NO